ClC1=C(C=C(C=C1)N1CCN(CC1)C1=CC=C(N=N1)N(C)C)C1=NC2=C(N1C)C=CC=C2 6-(4-(4-chloro-3-(1-methyl-1H-benzo[d]imidazol-2-yl)phenyl)piperazin-1-yl)-N,N-dimethyl-pyridazin-3-amine